ClC1=NC=C2C=CN=C(C2=C1)N1CCC(CC1)O 1-(7-chloro-2,6-naphthyridin-1-yl)piperidin-4-ol